N-(3-cyano-4-methyl-1H-indol-7-yl)-1-(2,2,2-trifluoroethyl)pyrazole-4-sulfonamide C(#N)C1=CNC2=C(C=CC(=C12)C)NS(=O)(=O)C=1C=NN(C1)CC(F)(F)F